[2H]C(N1N=NC(=C1)C1=CC2=C(N(C(=N2)N)C)C=C1)(C1=C(C=C(C(=C1)F)C=1OC(=NN1)C(F)F)F)[2H] 5-[1-[Dideuterio-[4-[5-(difluoromethyl)-1,3,4-oxadiazol-2-yl]-2,5-difluorophenyl]methyl]triazol-4-yl]-1-methylbenzimidazol-2-amine